7-Hydroxy-5-methoxyflavan OC1=CC(=C2CCC(OC2=C1)C1=CC=CC=C1)OC